4-(2-((4-((2,3-dimethylphenyl)amino)quinazolin-6-yl)amino)-2-oxoethyl)-N-hydroxybenzoamide CC1=C(C=CC=C1C)NC1=NC=NC2=CC=C(C=C12)NC(CC1=CC=C(C(=O)NO)C=C1)=O